(S)-N-(3-(2-(azetidin-3-yloxy)-6-morpholinopyridin-4-yl)-4-methylphenyl)-3-(2,2,2-trifluoroethyl)pyrrolidine-1-carboxamide N1CC(C1)OC1=NC(=CC(=C1)C=1C=C(C=CC1C)NC(=O)N1C[C@@H](CC1)CC(F)(F)F)N1CCOCC1